N-(tetrahydro-2H-pyran-4-yl)nicotinamide O1CCC(CC1)NC(C1=CN=CC=C1)=O